O1COC2=C1C=CC(=C2)C2=CN=CC=1[C@@H](CCCC21)NC(CC)=O (R)-N-(4-(Benzo[d][1,3]dioxolan-5-yl)-5,6,7,8-tetrahydroisoquinolin-8-yl)propanamide